6-(4-(2-(2,6-Dioxopiperidin-3-yl)-6-fluoro-1,3-dioxoisoindolin-5-yl)piperazin-1-yl)hexanoic acid O=C1NC(CCC1N1C(C2=CC(=C(C=C2C1=O)N1CCN(CC1)CCCCCC(=O)O)F)=O)=O